ClC=1C=C(OC2=C(C=CC3=CC=CC=C23)C(=O)NC(C)C)C=CC1 (3-chlorophenoxy)-N-isopropyl-naphthalene-2-carboxamide